N-((4,6-dimethyl-2-oxo-1,2-dihydropyridin-3-yl)methyl)-6-methyl-5-(methyl-(tetrahydro-2H-pyran-4-yl)amino)indolizine-7-carboxamide CC1=C(C(NC(=C1)C)=O)CNC(=O)C=1C(=C(N2C=CC=C2C1)N(C1CCOCC1)C)C